C(#N)[C@@H](N[S@@](=O)C(C)(C)C)[C@@H]1CCOC2=CC(=CC=C12)F (S)-N-((S)-cyano((R)-7-fluorochroman-4-yl)methyl)-2-methylpropane-2-sulfinamide